2-dimethylamino-6,7-dibutyl-1,4-naphthoquinone CN(C=1C(C2=CC(=C(C=C2C(C1)=O)CCCC)CCCC)=O)C